N1C=C(C2=CC=CC=C12)C1=C2C(C(N(C2=CC(=C1)C(=O)N)CC1CN(C1)C1=CC=C(C=C1)OC)=O)(C)C (1H-indol-3-yl)-1-((1-4-methoxyphenyl-azetidin-3-yl)methyl)-3,3-dimethyl-2-oxoindoline-6-carboxamide